FC=1C=CC=C2C3=C(C=CC(C[C@]4(C[C@H](CC4)NS(=O)(=O)C4CC4)C=4OC=C(COC12)N4)=C3)F N-[(1'S,14R)-6,19-difluorospiro[8,12-dioxa-21-azatetracyclo[14.3.1.110,13.02,7]henicosa-1(19),2,4,6,10,13(21),16(20),17-octaene-14,3'-cyclopentane]-1'-yl]cyclopropanesulfonamide